9-dodecen-1-ylacetate C(CCCCCCCC=CCC)CC(=O)[O-]